C12CN(CC(CC1)N2)C=2C1=C(N=C(N2)OCC2(CC2)CN2CC=CC2)C(=C(N=C1)C1=CC(=CC2=CC=C(C(=C12)C#C)F)O)F 4-[4-(3,8-diazabicyclo[3.2.1]oct-3-yl)-2-[[1-(2,5-dihydropyrrol-1-ylmethyl)cyclopropyl]methoxy]-8-fluoro-pyrido[4,3-d]pyrimidin-7-yl]-5-ethynyl-6-fluoro-naphthalen-2-ol